1-(6,7-dihydro-5H-benzo[6,7]cyclohepta[4,5-c]pyridazin-2-yl)-N3-(3-methyl-4-(4-pyrrolidin-1-ylpiperidin-1-yl)phenyl)-1H-1,2,4-triazole-3,5-diamine C1=C2C(=NN=C1N1N=C(N=C1N)NC1=CC(=C(C=C1)N1CCC(CC1)N1CCCC1)C)CCCC1=C2C=CC=C1